3-isothiocyanato-2-methylprop-1-ene N(=C=S)CC(=C)C